C(C(C)C)(=O)C1=NC2=C3N=CC=CC3=CC=C2C=C1 2-isobutyryl-1,10-phenanthroline